COC(C)OCOCOC(C)OC α-methoxyethoxymethyl ether